FC1=C(C=C(C(=C1)OC)OCC=1C(=CC=C2C=CN=CC12)F)N1C(NC=2C(C1=O)=C(SC2)C(=O)O)=O 3-{2-fluoro-5-[(7-fluoroisoquinolin-8-yl)methoxy]-4-methoxyphenyl}-2,4-dioxo-1H-thieno[3,4-d]pyrimidine-5-carboxylic acid